N-((5-(Cyclopropyl(2-oxo-4-(trifluoromethyl)imidazolidin-1-yl)methyl)-4-fluorobenzo[d]oxazol-2-yl)(4,4-difluorocyclohexyl)methyl)-1-ethyl-1H-pyrazole-5-carboxamide C1(CC1)C(C=1C=CC2=C(N=C(O2)C(NC(=O)C2=CC=NN2CC)C2CCC(CC2)(F)F)C1F)N1C(NC(C1)C(F)(F)F)=O